3-((tert-butyldimethylsilyl)oxy)-3-(6-chloro-5-fluoropyridin-3-yl)propanal [Si](C)(C)(C(C)(C)C)OC(CC=O)C=1C=NC(=C(C1)F)Cl